((2,4-dichlorophenoxy)methyl)-2-fluorobenzoic acid methyl ester COC(C1=C(C(=CC=C1)COC1=C(C=C(C=C1)Cl)Cl)F)=O